6-(7,8-dimethyl-[1,2,4]triazolo[4,3-b]pyridazin-6-yl)-3-(1,3,5-trimethylpyrazol-4-yl)-7,8-dihydro-5H-1,6-naphthyridine CC1=C(C=2N(N=C1N1CC=3C=C(C=NC3CC1)C=1C(=NN(C1C)C)C)C=NN2)C